tert-Butyl cis-3-(((7-(cyclopentylamino)-5-fluoro-4-oxo-3,4-dihydroquinazolin-2-yl)methyl)thio)-4-fluoropyrrolidine-1-carboxylate C1(CCCC1)NC1=CC(=C2C(NC(=NC2=C1)CS[C@@H]1CN(C[C@@H]1F)C(=O)OC(C)(C)C)=O)F